P(=S)(SCCCCCCCCCCCC)(SCCCCCCCCCCCC)OCCCCCCCCCCCC tridodecyl trithiophosphate